tert-butyl (4-methyl-1-propyl-1H-pyrazolo[3,4-b]pyridin-6-yl)carbamate CC1=C2C(=NC(=C1)NC(OC(C)(C)C)=O)N(N=C2)CCC